NC1=CC=CC(=N1)S(=O)(=O)NC(=O)C=1C(=NC(=CC1)C1=CC(=CC(=C1)C)OCC(C)C)N1C(C[C@@H](C1)C)(C)C N-[(6-Amino-2-pyridyl)sulfonyl]-6-(3-isobutoxy-5-methylphenyl)-2-[(4S)-2,2,4-trimethylpyrrolidin-1-yl]pyridin-3-carboxamid